N12CN=C3C(=CC=C4C3=C1N1C(C=C4)=CC=CC=C1)N2 1,4-epiminoazepino[1',2':1,7]azepino[2,3,4-de]quinazolin